CC(C)(C)S(=O)N=CC12CC(C1)(C2)C 2-methyl-N-((3-methylbicyclo[1.1.1]pentan-1-yl)methylene)propane-2-sulfinamide